3-fluoro-4-methoxypyridine FC=1C=NC=CC1OC